1-(4-(4-acetylbenzyl)piperazin-1-yl)-3-(3,5-dimethyl-1-(3-methyl-[1,2,4]triazolo[4,3-b]pyridazin-6-yl)-1H-pyrazol-4-yl)propan-1-one C(C)(=O)C1=CC=C(CN2CCN(CC2)C(CCC=2C(=NN(C2C)C=2C=CC=3N(N2)C(=NN3)C)C)=O)C=C1